ClC1C2(C(C3=CC=CC=C13)=O)CN(C2)C chloro-1-methyl-spiro[azetidine-3,2'-indene]-1'(3'h)-one